(S)-3-amino-7-bromo-5-methyl-2,3-dihydropyrido[3,2-b][1,4]Oxazepine N[C@H]1CN(C2=C(OC1)C=CC(=N2)Br)C